3-(2-methoxybenzylidene)-5-(3-pyridinyl)-N-methyl-4-piperidone COC1=C(C=C2CN(CC(C2=O)C=2C=NC=CC2)C)C=CC=C1